tridecyl-boric acid C(CCCCCCCCCCCC)OB(O)O